benzyl-2H-spiro[benzofuran-3,4'-piperidine]-4,5-dicarboxylic acid C(C1=CC=CC=C1)N1CCC2(CC1)COC1=C2C(=C(C=C1)C(=O)O)C(=O)O